ClC=1C=C(C(NC=2C=C(C=3NC4=CC=C(C=C4C3C2)Cl)CCNC(=N)N)=N)C=CC1Cl 3,4-Dichloro-N-(6-chloro-1-(2-guanidinoethyl)-9H-carbazol-3-yl)benzimidamide